(1'R)-1'H-spiro[cyclopropane-1,4'-isochromen] C1OCC2(C3=CC=CC=C13)CC2